tert-Butyl 4-(4-nitrophenyl)-1,4-diazepane-1-carboxylate [N+](=O)([O-])C1=CC=C(C=C1)N1CCN(CCC1)C(=O)OC(C)(C)C